BrC1=CC(=C(C=C1)CC(CC(=O)OCC)=O)[N+](=O)[O-] ethyl 4-(4-bromo-2-nitrophenyl)-3-oxobutyrate